C(C)[C@@H]1N(C[C@H](N(C1)C(C)C1=CC(=C(C=C1)OC)C)CC)C=1C=2C(N(C(C1)=O)C)=CN(N2)CC#N 2-(7-((2S,5R)-2,5-diethyl-4-(1-(4-methoxy-3-methylphenyl)ethyl)piperazin-1-yl)-4-methyl-5-oxo-4,5-dihydro-2H-pyrazolo[4,3-b]pyridin-2-yl)acetonitrile